(2S,5S)-5-(4-chlorobenzyl)-4-(1-(4-chloropyridin-2-yl)piperidin-4-yl)-2-methyl-morpholine 2,2,2-trifluoroacetate FC(C(=O)O)(F)F.ClC1=CC=C(C[C@H]2CO[C@H](CN2C2CCN(CC2)C2=NC=CC(=C2)Cl)C)C=C1